5-(4-(2-(1-(5-(5H-pyrido[4,3-b]indol-7-yl)pyridin-2-yl)piperidin-4-yl)-2,2-difluoroethyl)piperazin-1-yl)-2-(2,6-dioxopiperidin-3-yl)isoindoline-1,3-dione C1=NC=CC=2NC=3C=C(C=CC3C21)C=2C=CC(=NC2)N2CCC(CC2)C(CN2CCN(CC2)C=2C=C1C(N(C(C1=CC2)=O)C2C(NC(CC2)=O)=O)=O)(F)F